3,6-dichlorophenol ClC=1C=C(C(=CC1)Cl)O